(Z)-3,7,11-Trimethyl-1,6,10-dodecatrien-3-ol CC(C=C)(CC\C=C(/CCC=C(C)C)\C)O